Cl.FC1(CCNCC1)C1=CC=C(C#N)C=C1 4-(4-fluoropiperidin-4-yl)benzonitrile hydrochloride salt